C(=O)(O)CNCCCC(=O)O 4-(Carboxymethylamino)butanoic acid